(R)-6-(1-(7-acryloyl-7-azaspiro[3.5]nonan-2-yl)-5-methyl-1H-pyrazol-4-yl)-4-(2-hydroxy-1-(pyridin-2-yl)ethoxy)pyrazolo[1,5-a]pyridine-3-carbonitrile C(C=C)(=O)N1CCC2(CC(C2)N2N=CC(=C2C)C=2C=C(C=3N(C2)N=CC3C#N)O[C@@H](CO)C3=NC=CC=C3)CC1